3,9-bis(2,4-bis(2-phenylpropan-2-yl)phenoxy)-2,4,8,10-tetraoxa-3,9-diphosphaspiro[5.5]undecane C1(=CC=CC=C1)C(C)(C)C1=C(OP2OCC3(CO2)COP(OC3)OC3=C(C=C(C=C3)C(C)(C)C3=CC=CC=C3)C(C)(C)C3=CC=CC=C3)C=CC(=C1)C(C)(C)C1=CC=CC=C1